C[Hf](C1(C=CC2=CC=3CCCC3C=C12)C)(C1(C(=C(C(=C1C)C)C)C)C)C Dimethyl-pentamethylcyclopentadienyl-(1-methyl-1,5,6,7-tetrahydro-s-indacenyl)hafnium (IV)